C(C)(C)(C1=CC=CC=C1)C1=CC=CC=C1 p-cumylbenzene